C(\C=C\CCCCC)(=O)O trans-octenoic acid